4-(tert-Butoxycarbonyl)-1,1-dimethylpiperazin-1-ium iodide [I-].C(C)(C)(C)OC(=O)N1CC[N+](CC1)(C)C